9-(1-((6-chloro-2-(2-(methyl-d3)-2H-tetrazol-5-yl)pyridin-3-yl)amino)ethyl-1-d)-7-methyl-N,N,4-tris(methyl-d3)-5-oxo-4,5-dihydroimidazo[1,5-a]quinazoline-3-carboxamide ClC1=CC=C(C(=N1)C=1N=NN(N1)C([2H])([2H])[2H])NC(C)([2H])C=1C=C(C=C2C(N(C=3N(C12)C=NC3C(=O)N(C([2H])([2H])[2H])C([2H])([2H])[2H])C([2H])([2H])[2H])=O)C